The molecule is a leukotriene anion obtained by deprotonation of the three carboxy groups and protonation of the cysteinyl alpha-amino group of 20-carboxyleukotriene E4; major species at pH 7.3. It is a leukotriene anion and a tricarboxylic acid dianion. It is a conjugate base of a 20-carboxyleukotriene E4. C(CCC(=O)[O-])C/C=C\\C/C=C\\C=C\\C=C\\[C@H]([C@H](CCCC(=O)[O-])O)SC[C@@H](C(=O)[O-])[NH3+]